N-(3-fluoro-4-methylpiperidin-4-yl)-3-methoxy-4-(prop-2-yn-1-ylamino)benzamide FC1CNCCC1(C)NC(C1=CC(=C(C=C1)NCC#C)OC)=O